The molecule is a polycyclic cage that is the benzamide derivative of platensimycin. It is isolated from Streptomyces platensis. It has a role as a metabolite. It is a cyclic ether, a cyclic ketone, a polycyclic cage, a member of benzamides and a member of resorcinols. It derives from a platensimycin. C[C@]12C[C@]34C[C@H]1C[C@@H]([C@H]3[C@](C(=O)C=C4)(C)CCC(=O)NC5=C(C=CC(=C5O)C(=O)N)O)O2